CN(C1CCN(CC1)C1=CC=C(C(=N1)OC)NC=1N=C(C2=C(N1)NC=C2)NC2=C(C=CC=C2)P(C)C)C (2-((2-((6-(4-(dimethylamino)piperidin-1-yl)-2-methoxypyridin-3-yl)amino)-7H-pyrrolo[2,3-d]pyrimidin-4-yl)amino)phenyl)dimethylphosphine